(1r,2r)-2-methylcyclopropylamine C[C@H]1[C@@H](C1)N